5-(4-cyanophenyl)-N-(1-methylpiperidin-4-yl)-1-(p-tolyl)-1H-pyrazole-3-carboxamide C(#N)C1=CC=C(C=C1)C1=CC(=NN1C1=CC=C(C=C1)C)C(=O)NC1CCN(CC1)C